5-bromo-4-(5-cyclopropyl-1,3,4-oxadiazol-2-yl)-7-fluoro-1-(3-fluoro-4-methylbenzyl)-1,3-dihydro-2H-benzo[b]azepin-2-one BrC=1C2=C(N(C(CC1C=1OC(=NN1)C1CC1)=O)CC1=CC(=C(C=C1)C)F)C=CC(=C2)F